C(C)N1C(C[C@H](C1)CN1N=C2N=C(C(=CC2=C1)F)C1=C(C=C(C=C1)C(F)(F)F)O)=O |o1:5| (R or S)-1-ethyl-4-((5-fluoro-6-(2-hydroxy-4-(trifluoromethyl)phenyl)-2H-pyrazolo[3,4-b]pyridin-2-yl)methyl)pyrrolidin-2-one